(S)-1-(2-((tert-Butyldimethylsilyl)oxy)-1-(4-chloro-3-fluorophenyl)ethyl)-4-(2-(methylthio)pyrimidin-4-yl)pyridin-2(1H)-one [Si](C)(C)(C(C)(C)C)OC[C@H](C1=CC(=C(C=C1)Cl)F)N1C(C=C(C=C1)C1=NC(=NC=C1)SC)=O